4-Chloro-2-((furan-2-ylmethyl)amino)Benzoic Acid ClC1=CC(=C(C(=O)O)C=C1)NCC=1OC=CC1